p-(N-propyl-N-3-hydroxypropyl-sulfamoyl)benzoic acid C(CC)N(S(=O)(=O)C1=CC=C(C(=O)O)C=C1)CCCO